ClC=1C(=C(C=CC1)C(CO)(C)N)C=CN(C)C 3-(3-chloro-2-(2-(dimethylamino)vinyl)phenyl)oxabutan-3-amine